ClC=1C=CC=C2CC[C@@H]([C@@H](C12)NC([O-])=O)NC([O-])=O (1R,2S)-8-Chloro-1,2,3,4-tetrahydronaphthalin-1,2-diyl-dicarbamat